COC1=C(C=CC(=C1)C=CC)O 2-methoxy-4-[prop-1-enyl]phenol